4-({[(5'S,7a'R)-3'-oxo-5'-(pyrazin-2-yl)tetrahydro-3'H-spiro[cyclobutane-1,2'-pyrrolo[2,1-b][1,3]oxazol]-3-yl]oxy}methyl)benzonitrile O=C1N2[C@H](OC13CC(C3)OCC3=CC=C(C#N)C=C3)CC[C@H]2C2=NC=CN=C2